4-chloro-7-(4,4,5,5-tetramethyl-1,3,2-dioxaborolan-2-yl)-1H-indole ClC1=C2C=CNC2=C(C=C1)B1OC(C(O1)(C)C)(C)C